N=1C(C=CC1)=O.N=1C(C=CC1)=O.[C] carbon dipyrrolone